(2S,3R)-1-(6-bromo-5-chloro-imidazo[1,2-a]pyrazin-8-yl)-2-methyl-azetidin-3-ol BrC=1N=C(C=2N(C1Cl)C=CN2)N2[C@H]([C@@H](C2)O)C